Dimethyl chloromalonate ClC(C(=O)OC)C(=O)OC